O.P(OC(C)(C)C)(O)=O tertiary butyl phosphonate monohydrate